COC1=CC=NC(=N1)C 6-methoxy-2-methylpyrimidin